N-[6-(5-bromothiazol-2-yl)-5-methoxy-3-pyridinyl]carbamic acid isopropyl ester C(C)(C)OC(NC=1C=NC(=C(C1)OC)C=1SC(=CN1)Br)=O